Cl.CC=1SC=C(N1)C(=O)O 2-methyl-1,3-thiazole-4-carboxylic acid hydrochloride